C(C)(C)N1N=C(C2=NC(=CC(=C21)NCC2=NNC=N2)C=2C(=NC=CC2)OCCC)C 1-isopropyl-3-methyl-5-(2-propoxy-3-pyridyl)-N-(1H-1,2,4-triazol-3-ylmethyl)pyrazolo[4,3-b]pyridin-7-amine